OCCC1(OCCCO1)CCO 2-[2-(2-hydroxyethyl)-1,3-dioxan-2-yl]Ethanol